ClCCNC(N)=O N'-(2-chloroethyl)-Urea